O=C1N(C(CCC1N1C(C2=CC=C(C=C2C1)O[C@H]1CN(C[C@H](C1)F)C(=O)OC(C)(C)C)=O)=O)COCC[Si](C)(C)C Tert-butyl (3R,5S)-3-((2-(2,6-dioxo-1-((2-(trimethylsilyl)ethoxy)methyl)piperidin-3-yl)-1-oxoisoindolin-5-yl)oxy)-5-fluoropiperidine-1-carboxylate